C(C=C)C1=C(C(=NC=C1)C(C)C)N1C(N=C(C2=C1N=C(C(=C2)F)C2=C(C=CC=C2F)CC=C)N2[C@H](CN(CC2)C(=O)OC(C)(C)C)C)=O (3S)-tert-butyl 4-(1-(4-allyl-2-isopropylpyridin-3-yl)-7-(2-allyl-6-fluorophenyl)-6-fluoro-2-oxo-1,2-dihydropyrido[2,3-d]pyrimidin-4-yl)-3-methylpiperazine-1-carboxylate